3-pentylacetate CCC(CC)OC(C)=O